FC(C1=CC=C(C=C1)/C(=C\C1=CC=C(C=C1)C(F)(F)F)/C1(NC2=CC=CC=C2C=C1CCO)CCO)(F)F (E)-2-(1,2-bis(4-trifluoromethylphenyl)vinyl)quinolinediethanol